2-methoxy-5-(piperazin-1-ylmethyl)benzyl-N4-pentyl-5H-pyrrolo[3,2-d]pyrimidine-2,4-diamine COC1=C(CN2C=CC=3N=C(N=C(C32)NCCCCC)N)C=C(C=C1)CN1CCNCC1